FC=1C=C2C=NN(C2=CC1C=1C=2C=NN(C2C=CC1)CC(=O)NCC(=O)NCC(=O)OC(C)(C)C)C(=O)C1CCN(CC1)C(CCC(C)=O)=O tert-butyl (2-(5'-fluoro-1'-(1-(4-oxopentanoyl)piperidine-4-carbonyl)-1H,1'H-[4,6'-biindazol]-1-yl)acetyl)glycylglycinate